FC1=C(C(=CC=C1)O)C1=CC2=CN(N=C2C=C1)C1CN(CCC1)C(C=C)=O 1-(3-(5-(2-fluoro-6-hydroxyphenyl)-2H-indazol-2-yl)piperidin-1-yl)prop-2-en-1-one